F[C@H]1CNCC[C@H]1OC=1C=C2C=NN(C2=CC1)C 5-(((3S,4R)-3-fluoropiperidin-4-yl)oxy)-1-methyl-1H-indazole